C(C1=CC=CC=C1)OC1=CC=C(CCN2CCOCC2)C=C1 4-(4-(benzyloxy)phenethyl)morpholine